2-(2,6-dioxopiperidin-3-yl)-1-oxo-N-((S)-1-(pyridin-3-yl)ethyl)isoindoline-5-carboxamide tert-butyl-(S)-(1-(1-(4-fluorophenyl)-6-methyl-1H-indazol-5-yl)pyrrolidin-3-yl)carbamate C(C)(C)(C)N(C(O)=O)[C@@H]1CN(CC1)C=1C=C2C=NN(C2=CC1C)C1=CC=C(C=C1)F.O=C1NC(CCC1N1C(C2=CC=C(C=C2C1)C(=O)N[C@@H](C)C=1C=NC=CC1)=O)=O